ClC1=C(C(=CC2=CC=CC=C12)O)C(=O)NC1=C(C=CC=C1)C chloro-3-hydroxy-2'-methyl-2-naphthoanilide